isoprenyltrifluoroborate C(=CC(C)=C)[B-](F)(F)F